[N+](=O)([O-])C1=C(C(=CC=C1)C(F)(F)F)O 2-nitro-6-(trifluoromethyl)phenol